(S)-1-(4-Bromothiophen-3-yl)-N-(8,9-difluoro-6-oxo-1,4,5,6-tetrahydro-2H-pyrano[3,4-c]isoquinolin-1-yl)-N-methylazetidine-3-carboxamide BrC=1C(=CSC1)N1CC(C1)C(=O)N(C)[C@@H]1COCC=2NC(C=3C=C(C(=CC3C21)F)F)=O